The molecule is an organophosphonate oxoanion resulting from the removal of two protons from the phosphonic acid group of 1-aminocyclopropylphosphonic acid. It derives from a phosphonate(2-). It is a conjugate base of a 1-aminocyclopropylphosphonate(1-). C1CC1(N)P(=O)([O-])[O-]